[K].CC1=C(C=CC(=C1)C)S 2,4-dimethyl-thiophenol potassium salt